OC[C@H]1O[C@@]2(CCCO2)[C@@H]([C@H]([C@H]1O)N1N=NC(=C1)C1=CC(=C(C(=C1)F)F)F)OCC=1C=NC=CC1 (5s,7r,8r,9s,10r)-7-(hydroxymethyl)-10-(pyridin-3-ylmethoxy)-9-(4-(3,4,5-trifluorophenyl)-1H-1,2,3-triazol-1-yl)-1,6-dioxaspiro[4.5]decan-8-ol